ClC1=C(C(=CC=C1F)F)C(C)OC=1C=C(C=NC1N)C1=NC=CC=C1 5'-[1-(2-chloro-3,6-difluoro-phenyl)-ethoxy]-[2,3']bipyridinyl-6'-ylamine